FC1=CC(=C(C=C1)C1=NC=C(C=N1)CCN)OC=1N(N=C(C1)N1CCCC1)C 2-[2-[4-fluoro-2-(2-methyl-5-pyrrolidin-1-ylpyrazol-3-yl)oxyphenyl]pyrimidin-5-yl]ethanamine